N-benzyl-3-cyclopropyl-6-(piperidin-3-ylthio)imidazo[1,2-b]pyridazin-8-amine dihydrochloride salt Cl.Cl.C(C1=CC=CC=C1)NC=1C=2N(N=C(C1)SC1CNCCC1)C(=CN2)C2CC2